(S)-2-(5-bromo-3-methylfuran-2-carboxamido)-N1-(1-(2-(2-adamantylamino)-2-oxoethyl)-2-oxo-1,2-dihydropyridin-3-yl)-N6-methyl-5-oxohexanediamide BrC1=CC(=C(O1)C(=O)N[C@H](C(=O)NC=1C(N(C=CC1)CC(=O)NC1C2CC3CC(CC1C3)C2)=O)CCC(C(=O)NC)=O)C